CN(C)CC1(CC1)COC=1N=C(C2=C(N1)CN(CC2)C2=CC=CC1=CC=CC(=C21)CC)N2CCOCC(C2)CO (4-(2-((1-((dimethylamino)methyl)cyclopropyl)methoxy)-7-(8-ethylnaphthalen-1-yl)-5,6,7,8-tetrahydropyrido[3,4-d]pyrimidin-4-yl)-1,4-oxazepan-6-yl)methanol